(R)-2,2,2-trifluoro-1-(4-((3-fluoropyridin-4-yl)methyl)-1H-imidazol-2-yl)ethan-1-ol FC([C@H](O)C=1NC=C(N1)CC1=C(C=NC=C1)F)(F)F